C[Si](CCOCN1N=CC(=C1)C1=NC(NC=C1)=O)(C)C 4-(1-((2-(trimethylsilyl)ethoxy)methyl)-1H-pyrazol-4-yl)pyrimidin-2(1H)-one